2-(1-Acetyl-pyrrolidin-2-ylmethyl)-5-[1-(2-fluoro-6-methyl-phenyl)-piperidin-4-yl]-7-(2-trifluoromethyl-benzyl)-2,4,5,7-tetrahydro-pyrazolo[3,4-d]pyrimidin-6-on C(C)(=O)N1C(CCC1)CN1N=C2N(C(N(CC2=C1)C1CCN(CC1)C1=C(C=CC=C1C)F)=O)CC1=C(C=CC=C1)C(F)(F)F